COC1N(C2=CC(=CC=C2CC1)S(=O)(=O)N)C=1C=2C=C(C(N(C2C=CC1)C)=O)C methoxy-1',3'-dimethyl-2'-oxo-1',2',3,4-tetrahydro-2H-[1,5'-biquinoline]-7-sulfonamide